NC1=C2C(=NC=N1)N(N=C2C#CC2=CC1=C(N(C=N1)C)C(=C2Cl)F)[C@H]2C[C@@H](N(C2)C(C=C)=O)CC#N 2-[(2R,4S)-4-{4-amino-3-[2-(6-chloro-7-fluoro-1-methyl-1,3-benzodiazol-5-yl)ethynyl]pyrazolo[3,4-d]pyrimidin-1-yl}-1-(prop-2-enoyl)pyrrolidin-2-yl]acetonitrile